2-{4-[phenyl(pyridin-3-yl)methyl]piperazine-1-carbonyl}pyrazine C1(=CC=CC=C1)C(N1CCN(CC1)C(=O)C1=NC=CN=C1)C=1C=NC=CC1